C(C)(C)(C)OC(=O)N1CC2(C1)CCN(CC2)C=2C=NC(=CC2)C(=O)OC 7-(6-(methoxycarbonyl)pyridin-3-yl)-2,7-diazaspiro[3.5]nonane-2-carboxylic acid tert-butyl ester